NC1=C2C(=NC=N1)N(N=C2C2=CC=C(C(=O)NC1=NC=CC(=C1)C)C=C2)CCC(=O)NC2=C(C=CC=C2)N 4-(4-amino-1-(3-((2-aminophenyl)amino)-3-oxopropyl)-1H-pyrazolo[3,4-d]pyrimidin-3-yl)-N-(4-methylpyridin-2-yl)benzamide